(S)-5-((((6-(3-(2-(4-((S)-1-Aminoethyl)-3-methoxyphenyl)-3-chloropyridin-4-yl)-2-chlorophenyl)-2-methoxypyridin-3-yl)methyl)amino)methyl)pyrrolidin-2-one N[C@@H](C)C1=C(C=C(C=C1)C1=NC=CC(=C1Cl)C=1C(=C(C=CC1)C1=CC=C(C(=N1)OC)CNC[C@@H]1CCC(N1)=O)Cl)OC